N-benzyl-4-toluenesulphonamide C(C1=CC=CC=C1)NS(=O)(=O)C1=CC=C(C)C=C1